7-fluoro-4-(1-(2-hydroxy-2-methylpropyl)-1H-pyrazol-4-yl)-1H-pyrrolo[3,4-c]pyridin-3(2H)-one FC=1C2=C(C(=NC1)C=1C=NN(C1)CC(C)(C)O)C(NC2)=O